3a,4,5,6,7,7a-hexahydro-1H-4,7-methanoinden-5-yl isobutyrate C(C(C)C)(=O)OC1C2C3C=CCC3C(C1)C2